N1=C(C=NC=C1)C=1C=CC(=NC1)NC(CN1N=CC(=C1)C1=NC=NC(=C1)C(F)(F)F)=O N-(5-pyrazin-2-yl-2-pyridyl)-2-[4-[6-(trifluoromethyl)pyrimidin-4-yl]pyrazol-1-yl]acetamide